dodecyl ((3S,4S)-1-(4-((3S,4S)-3,4-bis(((1S,2R)-2-phenylcyclopropyl)carbamoyl)pyrrolidine-1-carbonyl)benzoyl)-4-methoxypyrrolidin-3-yl)carbamate C1(=CC=CC=C1)[C@@H]1[C@H](C1)NC(=O)[C@@H]1CN(C[C@H]1C(N[C@@H]1[C@H](C1)C1=CC=CC=C1)=O)C(=O)C1=CC=C(C(=O)N2C[C@@H]([C@H](C2)OC)NC(OCCCCCCCCCCCC)=O)C=C1